CC(C)(C)OC([C@@H](NC(=O)OCC1C2=CC=CC=C2C=2C=CC=CC12)CI)=O N-[(9H-Fluoren-9-ylmethoxy)carbonyl]-3-iodo-L-alanine 1,1-dimethylethyl ester